FC=1C=C(C2=C(NC=3N2N=CC3C3(CCN(CC3)C(C)C)C)C1)C(=O)N 6-fluoro-3-(1-isopropyl-4-methylpiperidin-4-yl)-4H-benzo[4,5]imidazo[1,2-B]pyrazole-8-carboxamide